N(=[N+]=[N-])C(C(=O)OCC)(F)F ethyl 2-azido-2,2-difluoroacetate